5-(2,3-difluorophenyl)-3-(methylamino)-4H-benzo[e][1,2,4]thiadiazine 1,1-dioxide FC1=C(C=CC=C1F)C1=CC=CC2=C1NC(=NS2(=O)=O)NC